ClC1=C(C(=CC=C1)F)N1N=C(C(=C1)NC1=CC=C(C=C1)C(NCC)=O)C(=O)N 1-(2-chloro-6-fluorophenyl)-4-((4-(ethylcarbamoyl)phenyl)amino)-1H-pyrazole-3-carboxamide